C(C)(C)(C)C=1C=C(C(=O)NC2=CC3=C(SC(=C3)\C=C\C(=O)NO)C=C2)C=CC1 (E)-3-(tert-Butyl)-N-(2-(3-(hydroxyamino)-3-oxoprop-1-en-1-yl)benzo[b]thiophen-5-yl)benzamide